COC(C1CCN(CC1)C1=CC(=C(C=C1)[C@@H]1C=2C=CC(=CC2CC[C@@H]1C1CCOCC1)O)F)OC cis-5-(4-(4-(dimethoxymethyl)piperidin-1-yl)-2-fluorophenyl)-6-(tetrahydro-2H-pyran-4-yl)-5,6,7,8-tetrahydronaphthalene-2-ol